(3-methyl-2-oxo-1H-imidazo[4,5-c]pyridin-4-yl)piperazine-1-carboxylic acid tert-butyl ester C(C)(C)(C)OC(=O)N1C(CNCC1)C1=NC=CC2=C1N(C(N2)=O)C